NC1=C(C=C(C=C1)O)OC 4-Amino-3-methoxyphenol